COC(C(CC1=CC(=C(C(=C1)CN(CC1=NC(=CC=C1)Cl)CC1=NC(=CC=C1)Cl)O)CN(CC1=NC(=CC=C1)Cl)CC1=NC(=CC=C1)Cl)N)=O 2-Amino-3-(3,5-bis-{[bis-(6-chloro-pyridin-2-ylmethyl)-amino]-methyl}-4-hydroxy-phenyl)-propionic acid methyl ester